COC=1C=C(C=O)C=CC1OCCN1CCCCC1 3-methoxy-4-[2-(piperidinyl)ethoxy]Benzaldehyde